N-(3-(1-(Ethylthio)-9-fluoro-5-oxo-[1,2,4]triazolo[4,3-a]quinazolin-4(5H)-yl)propyl)-2-(3-methoxyphenyl)acetamide C(C)SC1=NN=C2N1C1=C(C=CC=C1C(N2CCCNC(CC2=CC(=CC=C2)OC)=O)=O)F